C(C)(C)(C)OOO tertbutyl-hydroxyperoxide